3-(5-{[(4-carbamimidoylphenyl)methyl](methyl)amino}-4-cyano-1-(5-methylfuran-3-carbonyl)-1H-pyrazol-3-yl)-1-(pyrrolidine-1-carbonyl)piperidine-2-carboxylic acid C(N)(=N)C1=CC=C(C=C1)CN(C1=C(C(=NN1C(=O)C1=COC(=C1)C)C1C(N(CCC1)C(=O)N1CCCC1)C(=O)O)C#N)C